C(C1=CC=CC=C1)OC=1C(=CC(=C(C1)NC(OCC=C)=O)C(=O)N1[C@@H](CC(=CC1)C1=CC=C(C=C1)OC)CO[Si](C)(C)C(C)(C)C)OC Allyl (S)-(5-(benzyloxy)-2-(2-(((tert-butyldimethylsilyl)oxy)methyl)-4-(4-methoxyphenyl)-1,2,3,6-tetrahydropyridine-1-carbonyl)-4-methoxy-phenyl)carbamate